C(C)C1C(OC(CC1)C=C)=O 3-ethyl-6-vinyl-tetrahydro-2H-pyran-2-one